C(C(C)C)C1OC(C(O1)=O)C 2-isobutyl-5-methyl-1,3-dioxolan-4-one